FC1=CC=CC(=N1)C1=NC=CC=C1C=1C=C2C(=NC=NC2=CC1)[NH3+] 6-(6'-fluoro-[2,2'-bipyridin]-3-yl)quinazolin-4-aminium